ClC1=CC=C(C=C1)C1=CCC(N(N1[C@H]1[C@@H](CCC1)O)C=1C=NC=CC1)=O 6-(4-chlorophenyl)-N-[(trans)-2-hydroxycyclopentyl]-3-oxo-2-(pyridin-3-yl)-2,3-dihydropyridazine